3-bromo-5-chloro-benzene-1,2-diol BrC1=C(C(=CC(=C1)Cl)O)O